C(C)(C)(C)OC(=O)N1CCC=2C1=CN=CC2C=2C=C1C=C(N=CC1=C(C2)Cl)NC2CC2 4-(8-chloro-3-cyclopropylaminoisoquinolin-6-yl)-1H,2H,3H-pyrrolo[2,3-c]Pyridine-1-carboxylic acid tert-butyl ester